Ethyl 2-methyl-2-(2-methyl-4-((5-oxo-4-(p-tolyl)-4,5-dihydro-1H-1,2,4-triazol-1-yl)methyl)phenoxy)propionate CC(C(=O)OCC)(C)OC1=C(C=C(C=C1)CN1N=CN(C1=O)C1=CC=C(C=C1)C)C